OCCN(C1=CC=CC=C1)C N-(2-hydroxyethyl)-N-methyl-aniline